(3R,5R)-5-methylpiperidine-3-carbamic acid tert-butyl ester C(C)(C)(C)OC(N[C@H]1CNC[C@@H](C1)C)=O